CC1=C(C(=CC(=C1)C)C)[S@](=O)N (S)-2,4,6-trimethylbenzenesulfinamide